(S)-2-((((9H-fluoren-9-yl)methoxy)carbonyl)amino)-3-(3-(2-methoxy-2-oxoethyl)phenyl)propanoic acid C1=CC=CC=2C3=CC=CC=C3C(C12)COC(=O)N[C@H](C(=O)O)CC1=CC(=CC=C1)CC(=O)OC